C1(CC1)C=1C=CC(=NC1)C1=C(C2=NC(=CC=C2N1C)C=O)C(=O)N (5-Cyclopropylpyridin-2-yl)-5-formyl-1-methyl-1H-pyrrolo[3,2-b]pyridine-3-carboxamide